C(C)(C)(C)OC(=O)N1CCN(CC1)C=1C(=NC(=CC1)C(NC1(COCC1)C)=O)C 4-(2-methyl-6-((3-methyltetrahydrofuran-3-yl)carbamoyl)pyridin-3-yl)piperazine-1-carboxylic acid tert-butyl ester